N(C1=CC=CC=C1)C=1C(=C(C=CC1)N(C1=CC=CC=C1)C1=CC=C(C=C1)N(C=1C(=C(C=CC1)NC1=CC=CC=C1)Cl)C1=CC=CC=C1)Cl N3-[4-(N-(3-anilino-2-chloro-phenyl)anilino)phenyl]-2-chloro-N1,N3-diphenyl-benzene-1,3-diamine